FC(C1=CC(=NN1)C)F 5-(difluoromethyl)-3-methyl-1H-pyrazole